O=C(C(=O)[O-])CCC(C)(C)C 2-oxo-5,5-dimethylhexanoate